2-Methyl-N-(3-(2-oxopropyl)-1,2,4-thiadiazol-5-yl)-5-(3-(trifluoromethoxy)phenyl)furan-3-carboxamide CC=1OC(=CC1C(=O)NC1=NC(=NS1)CC(C)=O)C1=CC(=CC=C1)OC(F)(F)F